4,4-dimethyl-oxazolidin-2-one CC1(NC(OC1)=O)C